(S)-2-methylazetidinium ((1R,4R)-7,7-dimethyl-2-oxobicyclo[2.2.1]heptan-1-yl)methanesulfonate CC1([C@]2(C(C[C@H]1CC2)=O)CS(=O)(=O)[O-])C.C[C@@H]2[NH2+]CC2